[N+](=O)([O-])C1=CC=C(C=C1)[C@H](CC(C1=CC=CC=C1)=O)[C@]1(C(NC2=CC=CC=C12)=O)N1NC(C=C1)=O |r| (+-)-(S)-3-((S)-1-(4-nitrophenyl)-3-oxo-3-phenylpropyl)-3-(3-oxo-2,3-dihydro-1H-pyrazol-1-yl)indolin-2-one